COC=1C=C(C=CC1)C1=CC(=C(C=C1)N)OC 3,3'-dimethoxy-4'-aminobiphenyl